C(C)OC(=O)C1(N(S(C2=C1C=CC(=C2)F)(=O)=O)C(C)(C)C)O 6-fluoro-3-hydroxy-2-(2-methylpropan-2-yl)-1,1-dioxo-2,3-dihydro-1λ6-benzo[d][1,2]thiazole-3-carboxylic acid ethyl ester